n-tetracosyl eicosanoate C(CCCCCCCCCCCCCCCCCCC)(=O)OCCCCCCCCCCCCCCCCCCCCCCCC